FC(C(=O)O)(F)F.IC1=CC=C(C=C1)C1=C2C(=CN=N1)CCC1=C(CC2)N=C(N1)CCC(=O)OC Methyl 3-(6-(4-iodophenyl)-4,5,10,11-tetrahydro-1H-imidazo[4',5':5,6]cycloocta[1,2-d]pyridazin-2-yl)propanoate 2,2,2-trifluoroacetate